(4-(3-(difluoromethyl)-5-fluorobenzyl)pyridin-2-yl)-5-(hydroxymethyl)-3-methyl-1H-pyrazole-4-carboxylic acid FC(C=1C=C(CC2=CC(=NC=C2)N2N=C(C(=C2CO)C(=O)O)C)C=C(C1)F)F